FC(OC1=CC(=C(C=C1NC1=NC=CC(=N1)N1CC(C2=NC(=CC=C21)C)(C)C)NC(C=C)=O)N(C)CCN(C)C)F N-(4-(difluoromethoxy)-2-((2-(dimethylamino)ethyl)(methyl)amino)-5-((4-(3,3,5-trimethyl-2,3-dihydro-1H-pyrrolo[3,2-b]pyridin-1-yl)pyrimidin-2-yl)amino)phenyl)acrylamide